ClC=1C(=NC(=NC1)NC1=C(C=C2CCN(CC2=C1)C)OC)N1CC(C2=CC=CC=C12)C(=O)NS(=O)(=O)C 1-(5-Chloro-2-((6-methoxy-2-methyl-1,2,3,4-tetrahydroisoquinolin-7-yl)amino)pyrimidin-4-yl)-N-(methylsulfonyl)indoline-3-carboxamide